CC=1C(=NC=CC1)NC1=NC(=NS1)C1=NC=C(C=C1)OC1CCOCC1 N-(3-methylpyridin-2-yl)-3-(5-(tetrahydro-2H-pyran-4-yloxy)pyridin-2-yl)-1,2,4-thiadiazol-5-amine